1-(5-((4-((3-(tert-Butyl)-1-methyl-1H-pyrazol-5-yl)amino)pyridin-2-yl)amino)indolin-1-yl)ethan-1-one C(C)(C)(C)C1=NN(C(=C1)NC1=CC(=NC=C1)NC=1C=C2CCN(C2=CC1)C(C)=O)C